ClC1=C(C=CC=C1)CC(=O)NC1=CC(=C(C=C1)C1=NOC(=N1)C1CC1)S(NCC1=C(C=C(C=C1)OC)OC)(=O)=O (2-chlorophenyl)-N-{4-(5-cyclopropyl-1,2,4-oxadiazol-3-yl)-3-[(2,4-dimethoxybenzyl)sulfamoyl]phenyl}acetamide